2-hydroxybenzaldehyde hydrochloride Cl.OC1=C(C=O)C=CC=C1